CN1C2COCC1CC(C2)NC(=O)C21CNCC1(C2)C(F)(F)F N-(9-methyl-3-oxa-9-azabicyclo[3.3.1]non-7-yl)-5-(trifluoromethyl)-3-azabicyclo[3.1.0]hexane-1-carboxamide